CC1=CNC=C1CCC(=O)O 3-methyl-4-carboxyethylpyrrol